triphenylphosphonium bromide salt [Br-].C1(=CC=CC=C1)[PH+](C1=CC=CC=C1)C1=CC=CC=C1